2-amino-3-(3-chlorophenyl)-3,3-difluoropropanoic acid NC(C(=O)O)C(F)(F)C1=CC(=CC=C1)Cl